3-[4-(Triazolo[4,5-b]pyridin-3-ylmethyl)phenyl]-5-(trifluoromethyl)-1,2,4-oxadiazol N1=NN(C2=NC=CC=C21)CC2=CC=C(C=C2)C2=NOC(=N2)C(F)(F)F